P(=O)(O)(O)OC[C@@H]1[C@H]([C@H]([C@@H](O1)N1C=NC=2C(=O)NC(NCSCCC)=NC12)O)O N2-(propylthiomethyl)guanosine 5'-monophosphate